C1(=CC=CC=C1)OC(NC1=C(C=C(C=C1)N(C)CC=1SC(=CC1)Cl)Cl)=O {2-Chloro-4-[(5-chloro-thiophen-2-ylmethyl)-(methyl)amino]-phenyl}-carbamic acid phenyl ester